O[C@@H]1[C@H](CN(C1)C=1C=NC=NC1)C=1C=C(C(=O)OCC)C=CC1C ethyl 3-((3S,4R)-4-hydroxy-1-(pyrimidin-5-yl)pyrrolidin-3-yl)-4-methylbenzoate